((S)-(2,4-dimethylphenyl)(phenyl)methyl)acetamide CC1=C(C=CC(=C1)C)[C@H](C1=CC=CC=C1)CC(=O)N